[I-].CN(C)C1=C([N+](=C(S1)C)CCCCCCC)C=CC1=CC=CC=C1 dimethylaminostyryl-heptylmethylthiazolium iodide